methyl-cyclopentadiene CC1=CC=CC1